N1C=C(C2=CC=CC=C12)CCC=O 3-(1H-indol-3-yl)propan-1-one